(E)-N-(4-(1-(4-(1-(5-((2-(2,6-dioxopiperidin-3-yl)-1-oxoisoindoline-4-yl)thio)pentanoyl)piperidin-4-yl)benzoyl)piperidin-4-yl)butyl)-3-(pyridin-3-yl)acrylamide O=C1NC(CCC1N1C(C2=CC=CC(=C2C1)SCCCCC(=O)N1CCC(CC1)C1=CC=C(C(=O)N2CCC(CC2)CCCCNC(\C=C\C=2C=NC=CC2)=O)C=C1)=O)=O